NC=1N=NC(=CC1OCCC12CC(C1)(C2)NC(C)=O)C2=C(C=CC=C2)O N-[3-(2-[[3-amino-6-(2-hydroxyphenyl)pyridazin-4-yl]oxy]ethyl)bicyclo[1.1.1]pentan-1-yl]acetamide